CNC(C)(C)C1=CC=CC(=N1)C1=NC(=NC=C1C1=CN=CO1)N 4-(6-(2-(methylamino)propan-2-yl)pyridin-2-yl)-5-(oxazol-5-yl)pyrimidin-2-amine